Cl.C(C=C)N(C(=O)[C@H]1NCCC1)C1CCC(CC1)(F)F (S)-N-Allyl-N-(4,4-difluorocyclohexyl)pyrrolidine-2-carboxamide hydrochloride